C(C)(C)(C)OC(=O)N[C@@H](C(C)C)C(=O)N1[C@@H]2[C@](CCC1)([C@H](N(C2)C(=O)OC(C)(C)C)C(=O)OC)CCCB2OC(C(O2)(C)C)(C)C 6-(tert-butyl) 5-methyl (4aS,5S,7aR)-1-((tert-butoxycarbonyl)-L-valyl)-4a-(3-(4,4,5,5-tetramethyl-1,3,2-dioxaborolan-2-yl)propyl)octahydro-6H-pyrrolo[3,4-b]pyridine-5,6-dicarboxylate